[Zn].[Sn].[Ga] gallium-tin-zinc